NC1=NC=C(C(=N1)C(F)F)C1=NC(=NC(=N1)N1CCOCC1)N1CCN(CC1)C(CC1CCN(CC1)C(\C=C\CN(C)C)=O)=O (E)-1-(4-(2-(4-(4-(2-amino-4-(difluoromethyl)pyrimidin-5-yl)-6-morpholino-1,3,5-triazin-2-yl)piperazin-1-yl)-2-oxoethyl)piperidin-1-yl)-4-(dimethylamino)but-2-en-1-one